5-(9-(3-chlorobenzyl)-1-methyl-9H-pyrido[3,4-b]indol-3-yl)oxazole ClC=1C=C(CN2C3=C(C4=CC=CC=C24)C=C(N=C3C)C3=CN=CO3)C=CC1